ClC=1N=CC2=C(C=CC(=C2C1)C(C)C)N1CCC1 1-(3-chloro-5-isopropylisoquinolin-8-yl)azetidin